C1(CC1)[C@@H](C1=NC=2N(C=C1)C=C(N2)[C@@H](NC(=O)C2=CC=NN2C)C2CCC(CC2)(F)F)NC(CCC(F)(F)F)=O |o1:3| N-((S)-(7-((S*)-Cyclopropyl(4,4,4-trifluorobutanamido)methyl)imidazo[1,2-a]pyrimidin-2-yl)(4,4-difluorocyclohexyl)methyl)-1-methyl-1H-pyrazole-5-carboxamide